1-(3-tert-butylisoxazol-5-yl)-3-[4-[(3-oxo-4H-pyrido[3,2-b][1,4]oxazin-8-yl)oxy]-2-(trifluoromethyl)phenyl]urea C(C)(C)(C)C1=NOC(=C1)NC(=O)NC1=C(C=C(C=C1)OC1=CC=NC2=C1OCC(N2)=O)C(F)(F)F